(S)-N-(4-((4-methoxy-5-(2,2,2-trifluoro-1-methoxyethyl)pyrazolo[1,5-a]pyridin-3-yl)amino)-5-(methoxymethoxy)pyridin-2-yl)cyclopropanecarboxamide COC=1C=2N(C=CC1[C@@H](C(F)(F)F)OC)N=CC2NC2=CC(=NC=C2OCOC)NC(=O)C2CC2